COC(C1=CC(=CC=C1)CN1C(N(C2=NC(=NC=C12)N)[C@@H]1O[C@@H](C[C@H]1O)CO)=O)=O Methyl-3-((2-Amino-9-((2R,3R,5S)-3-hydroxy-5-(hydroxymethyl)tetrahydrofuran-2-yl)-8-oxo-8,9-dihydro-7H-purin-7-yl)methyl)benzoat